P([O-])([O-])[O-].[Ce+3].[La+3].P([O-])([O-])[O-] lanthanum cerium phosphite